benzyl 4-(aminomethyl)azepan-1-carboxylate NCC1CCN(CCC1)C(=O)OCC1=CC=CC=C1